di(3,5-xylyl)phosphine C1(=CC(=CC(=C1)C)C)PC1=CC(=CC(=C1)C)C